BrC1=C(C(=O)O)C=C(C(=C1)[N+](=O)[O-])F 2-Bromo-5-fluoro-4-nitrobenzoic acid